6-cyclobutyl-4-hydroxy-1-methylpyrido[3,4-d]pyridazin C1(CCC1)N1CC2=C(N=NC(=C2C=C1)C)O